Br[C@@H](C(=O)OC)C methyl (R)-2-bromopropionate